(4-(((1-(tert-butoxycarbonyl)piperidin-4-yl)oxy)methyl)phenyl)boronic acid C(C)(C)(C)OC(=O)N1CCC(CC1)OCC1=CC=C(C=C1)B(O)O